[(phenyl)(dimethylindenopyridyl)triazineyl]dibenzoselenophene C1(=CC=CC=C1)C1=C(C(=NN=N1)C1=CC=CC=2[Se]C3=C(C21)C=CC=C3)C3=NC2=C(C(=C3C)C)C=3C=CC=CC3C2